CC(/C=C/C1=C(C=C(C=C1)O)O)CCC=C(C)C (E)-4-(3,7-dimethylocta-1,6-dienyl)benzene-1,3-diol